ClC1=C(CC=2NC=C(N2)C2=CC=CC=C2)C=C(C=C1)Cl 2-(2,5-Dichlorobenzyl)-4-phenylimidazole